3-((13S,15R)-13-methyl-17-oxo-7,8,9,11,12,13,14,15,16,17-decahydro-6H-cyclopenta[a]phenanthren-15-yl)-N-(1-methyl-1H-pyrazol-3-yl)propanamide C[C@@]12C(C[C@H](C1C1CCC=3C=CC=CC3C1CC2)CCC(=O)NC2=NN(C=C2)C)=O